N-((3-chloro-5-fluorobenzyl)sulfinyl)-4-(5-(3,5-dichloro-4-fluorophenyl)-5-(trifluoromethyl)-4,5-dihydroisoxazol-3-yl)-2-methylbenzamide ClC=1C=C(CS(=O)NC(C2=C(C=C(C=C2)C2=NOC(C2)(C(F)(F)F)C2=CC(=C(C(=C2)Cl)F)Cl)C)=O)C=C(C1)F